FC=1C=C(C2=C([C@H](CCO2)N2C[C@H](NCC2)C2=C(C=CC=C2)C)C1)F (3R)-1-[(4S)-6,8-difluoro-3,4-dihydro-2H-1-benzopyran-4-yl]-3-(2-methylphenyl)piperazine